FC=1C=C(C=NC1C)[C@@H]1CC[C@H]2OC3(C(N21)=O)CCNCC3 (5'S,7a'R)-5'-(5-fluoro-6-methylpyridin-3-yl)tetrahydro-3'H-spiro[piperidine-4,2'-pyrrolo[2,1-b]oxazol]-3'-one